(R)-1-(1-(7,8-difluoro-1-oxo-1,2-dihydroisoquinolin-4-yl)ethyl)-3-(3,4,5-trifluorobenzyl)-1-methylurea FC1=CC=C2C(=CNC(C2=C1F)=O)[C@@H](C)N(C(=O)NCC1=CC(=C(C(=C1)F)F)F)C